6-(1-(2-(cyclopropylmethyl)-2-azaspiro[3.3]heptan-6-yl)piperidin-4-yl)-2-(3,4-dimethoxyphenyl)-8-methylimidazo[1,2-a]pyridine C1(CC1)CN1CC2(C1)CC(C2)N2CCC(CC2)C=2C=C(C=1N(C2)C=C(N1)C1=CC(=C(C=C1)OC)OC)C